2-Chloro-N-{2-[4-(difluoromethyl)-1,3-thiazol-5-yl]-2-(4-{[2-(trifluoromethyl)pyridin-4-yl]oxy}piperidin-1-yl)ethyl}-6-fluorobenzamid ClC1=C(C(=O)NCC(N2CCC(CC2)OC2=CC(=NC=C2)C(F)(F)F)C2=C(N=CS2)C(F)F)C(=CC=C1)F